2-[3-(3,4-difluorophenyl)-1H-pyrazol-4-yl]-7-(1-isopropyl-2,5-dihydropyrrol-3-yl)-1,5-naphthyridine FC=1C=C(C=CC1F)C1=NNC=C1C1=NC2=CC(=CN=C2C=C1)C=1CN(CC1)C(C)C